2-(2,6-dioxopiperidin-3-yl)-4-((piperidin-4-ylmethyl)amino)isoindolin-1,3-dione O=C1NC(CCC1N1C(C2=CC=CC(=C2C1=O)NCC1CCNCC1)=O)=O